cyclopropyl-C-(6-phenyl-pyridin-3-yl)-methylamine C1(CC1)NCC=1C=NC(=CC1)C1=CC=CC=C1